ClC=1C=C(C=C(C1F)F)B1OC(C(O1)(C)C)(C)C 2-(3-chloro-4,5-difluoro-phenyl)-4,4,5,5-tetramethyl-1,3,2-dioxaborolane